3β,5a-Dibenzyloxy-7β,19-epoxy-cholestan-6-on C(C1=CC=CC=C1)O[C@@H]1C[C@@]2(C([C@H]3[C@H]4[C@@H]5CC[C@H]([C@@H](CCCC(C)C)C)[C@]5(CC[C@@H]4[C@]2(CC1)CO3)C)=O)OCC3=CC=CC=C3